NC1=NC=2C3=C(C(CC2C=N1)(C)C)C(=NN3)C(=O)NC3=CC=C(C=C3)C(=O)N3CCC(CC3)N3CCC(CC3)C 8-amino-4,4-dimethyl-N-{4-[(4-methyl-1,4'-bipiperidin-1'-yl)carbonyl]phenyl}-4,5-dihydro-1H-pyrazolo[4,3-H]quinazoline-3-carboxamide